C(C(=O)O)(=O)O.COC=1C=C(C=CC1)N1CCN(CC1)CCC(=O)N1C2=C(CCC3=C1C=CC=C3)C=CC=C2 3-[4-(3-methoxyphenyl)piperazin-1-yl]-1-[10,11-dihydro-5H-dibenzo[b,f]azepin-5-yl]propan-1-one oxalate